methyl (R)-3-amino-4-phenylbutanoate N[C@@H](CC(=O)OC)CC1=CC=CC=C1